Ethyl (S)-3-amino-3-(3-bromo-2,6-difluoro-5-methylphenyl)propanoate N[C@@H](CC(=O)OCC)C1=C(C(=CC(=C1F)C)Br)F